C(C)(C)(C)C1=CC=C(C=C1)C1=NC(=CC=C1)C1=CC=C(C=C1)C(C)(C)C 2,6-bis(4-tert-butylphenyl)pyridine